[Cl-].C(CCC)N1C=[N+](C=C1)C(CCC(CCCC(C)C)C)CCCCC(CCC(CCCC(C)C)C)CCC(CCCC(C)C)C 1-butyl-3-(14-(3,7-dimethyloctyl)-2,6,17,21-tetramethyl-docosa-9-yl)-1H-imidazol-3-ium chloride